FC1(CCN(CCC1)C1=NC2=CC=CC=C2C=C1C(=O)NC1=CC(=CC=C1)S(=O)(=N)CC)F 2-(4,4-difluoroazepan-1-yl)-N-(3-(ethylsulfonimidoyl)phenyl)quinoline-3-carboxamide